N-ethyl-2-fluoro-N-[3-[1H-imidazol-5-ylmethyl(methyl)amino]phenyl]benzamide C(C)N(C(C1=C(C=CC=C1)F)=O)C1=CC(=CC=C1)N(C)CC1=CN=CN1